methyl N-(2-(6-((tert-butoxycarbonyl)amino)pyridine-3-yl)thiazole-4-carbonyl)-O-(tert-butyldimethylsilyl)-L-seryl-L-serinate C(C)(C)(C)OC(=O)NC1=CC=C(C=N1)C=1SC=C(N1)C(=O)N[C@@H](CO[Si](C)(C)C(C)(C)C)C(=O)N[C@@H](CO)C(=O)OC